N-(2-(2,2-dimethylmorpholino)pyrimidin-4-yl)-3-(2-fluoro-4-methoxyphenyl)isoxazol-5-amine CC1(OCCN(C1)C1=NC=CC(=N1)NC1=CC(=NO1)C1=C(C=C(C=C1)OC)F)C